2-(5-amino-4-cyclobutyl-1-methyl-1H-pyrazol-3-yl)propan-2-ol NC1=C(C(=NN1C)C(C)(C)O)C1CCC1